BrC=1C=C(N(N1)CCC(F)F)C(=O)NC1=C(C=C(C=C1C)Cl)C(N)=O 5-bromo-N-(2-carbamoyl-4-chloro-6-methyl-phenyl)-2-(3,3-difluoropropyl)pyrazole-3-carboxamide